6-chloro-N-(5-chloro-4,6-dimethoxy-pyrimidin-2-yl)-1H-indole-3-sulfonic acid amide ClC1=CC=C2C(=CNC2=C1)S(=O)(=O)NC1=NC(=C(C(=N1)OC)Cl)OC